cis-N-[(1R)-1-(6-Ethoxypyridin-3-yl)-2-fluoroethyl]-5-fluoro-2H-spiro[1-benzofuran-3,1'-cyclopropane]-2'-carboxamide C(C)OC1=CC=C(C=N1)[C@H](CF)NC(=O)C1C2(C1)COC1=C2C=C(C=C1)F